ClC1=C(C2=C(N=N1)CCC2)C(=O)O 3-chloro-6,7-dihydro-5H-cyclopenta[c]pyridazine-4-carboxylic acid